ClC1=C(C=CC=C1)C1=CN=C(C(=N1)C(=O)NCC(=O)O)O (6-(2-chlorophenyl)-3-hydroxypyrazine-2-carbonyl)glycine